5-((4-(4-((1-(4-(2,4-dioxotetrahydropyrimidin-1(2H)-yl)-3-methylphenyl)piperidine-4-yl)methyl)piperazin-1-yl)-3-fluorophenyl)amino)-3-(piperidin-1-yl)-1,2,4-triazine-6-carboxamide O=C1N(CCC(N1)=O)C1=C(C=C(C=C1)N1CCC(CC1)CN1CCN(CC1)C1=C(C=C(C=C1)NC=1N=C(N=NC1C(=O)N)N1CCCCC1)F)C